N1N=CC(=C1)C=1C2=C(N=CN1)N(C=C2)COCC[Si](C)(C)C 4-(1H-pyrazol-4-yl)-7-{[2-(trimethylsilyl)ethoxy]methyl}-7H-pyrrolo[2,3-d]pyrimidine